methyl 4-((4-((2-(dimethylphosphoryl) phenyl) amino)-5-(trifluoromethyl) pyrimidin-2-yl) amino)-2-cyanobenzoate CP(=O)(C)C1=C(C=CC=C1)NC1=NC(=NC=C1C(F)(F)F)NC1=CC(=C(C(=O)OC)C=C1)C#N